OC1CN(C1)C1=CC(=NC(=N1)C(C)C)NC1=NNC2=CC(=CC=C12)[C@@H]1C[C@@]12C(NC1=CC=C(C=C21)OC)=O (1R,2S)-2-(3-{[6-(3-hydroxyazetidin-1-yl)-2-isopropylpyrimidin-4-yl]amino}-1H-indazol-6-yl)-5'-methoxy-1'H-spiro[cyclopropan-1,3'-indol]-2'-one